sodium phenanthrene C1=CC=CC=2C3=CC=CC=C3C=CC12.[Na]